(S)-3-amino-3-(3-((2S,4R)-4-hydroxytetrahydropyrrol-2-yl)-1,2,4-oxadiazol-5-yl)propanamide N[C@@H](CC(=O)N)C1=NC(=NO1)[C@H]1NC[C@@H](C1)O